lead-tin-antimony copper [Cu].[Sb].[Sn].[Pb]